O[C@H](C)C1=CC2=C(N=C(N=C2)NC2=CC=C(C=N2)N2C(CNCC2)=O)C(=N1)N1CCCCC1 1-[6-[[6-[(1R)-1-hydroxyethyl]-8-piperidin-1-ylpyrido[3,4-d]pyrimidin-2-yl]amino]pyridin-3-yl]piperazin-2-one